C(C)(C)(C)OC(=O)N1C(=CC2=CC=CC=C12)S(=O)(=O)Cl (chlorosulfonyl)-1H-indole-1-carboxylic acid tert-butyl ester